ClC1=C(C=O)C=CC(=N1)OCCCN(C)C chloro-6-(3-(dimethylamino)propoxy)nicotinaldehyde